1-(4-((3-methoxybenzyl)(4-(pyrrolidin-1-yl)benzyl)amino)benzyl)piperazin-2-one COC=1C=C(CN(C2=CC=C(CN3C(CNCC3)=O)C=C2)CC2=CC=C(C=C2)N2CCCC2)C=CC1